C1(=CC=C(C=C1)C(=O)N)C1=CC=C(C=C1)C(=O)N [1,1'-biphenyl]-4,4'-dicarboxamide